5-((3-chloro-2-(((1R,4R)-4-(hydroxymethyl)cyclohexyl)amino)pyridin-4-yl)thio)pyrazin ClC=1C(=NC=CC1SC=1N=CC=NC1)NC1CCC(CC1)CO